N1=C(C=CC(=C1)[2H])C(=O)N picolinamide-5-d